COC(=O)[C@@H]1[C@@H](C1)C(NC=1N=C2N(C=C(N=C2)Br)C1)=O (1S,2R)-2-((6-bromoimidazo[1,2-a]pyrazin-2-yl)carbamoyl)cyclopropane-1-carboxylic acid methyl ester